3-bromo-2,6-difluoro-4-iodoaniline BrC=1C(=C(N)C(=CC1I)F)F